bis-decyl-tetradecanol C(CCCCCCCCC)C(CCCCCCCCCCCCC)(O)CCCCCCCCCC